3-((13-(tert-butyldimethylsilyl)tridec-12-yn-1-yl)thio)propyl hydrogen ((((R)-1-(6-amino-9H-purin-9-yl)propan-2-yl)oxy)methyl)phosphonate NC1=C2N=CN(C2=NC=N1)C[C@@H](C)OCP(OCCCSCCCCCCCCCCCC#C[Si](C)(C)C(C)(C)C)(O)=O